ClC=1C=CC(=C(C1)C1=CC(N(C=C1OC)C(C(=O)O)CCC)=O)N1N=NC(=C1)Cl 2-{4-[5-chloro-2-(4-chloro-1H-1,2,3-triazol-1-yl)phenyl]-5-methoxy-2-oxopyridin-1(2H)-yl}-pentanoic acid